(2,2,6,6-tetramethyl-1-piperidyl)magnesium chloride CC1(N(C(CCC1)(C)C)[Mg]Cl)C